C1(=CC=CC=C1)[C@@H](C)NC1=NC=NC2=C1C=C(N2)C2=CC=C(C=C2)O 4-[4-[[(1R)-1-phenylethyl]amino]-7H-pyrrolo[4,5-e]pyrimidin-6-yl]phenol